ClC(=CC(=O)O)C=C 3-chloro-2,4-pentadienoic acid